NC=1C(=CC(=NC1)Cl)NC(C1=CC(=CC=C1)NC1=NC=C(C=N1)C=1N=CSC1)=O N-(5-amino-2-chloropyridin-4-yl)-3-((5-(thiazol-4-yl)pyrimidin-2-yl)amino)benzamide